1-(3-fluorophenyl)-1H-1,2,3-triazole FC=1C=C(C=CC1)N1N=NC=C1